C(C)(=O)OC[C@]1(O[C@H]([C@@H]([C@@H]1O)O)C1=CC=C2C(=NC=NN21)NC(C(C)C)=O)C#N ((2R,3S,4R,5S)-2-cyano-3,4-dihydroxy-5-(4-isobutyramidopyrrolo[2,1-f][1,2,4]triazin-7-yl)tetrahydrofuran-2-yl)methyl acetate